N1CC=CC1 1,5-dihydropyrrole